N-(4-oxo-3-(1-(2,2,3,3,3-pentafluoropropyl)-1H-pyrazol-4-yl)-2-(trifluoromethyl)-4H-pyrido[1,2-a]pyrimidin-8-yl)acetamide O=C1C(=C(N=C2N1C=CC(=C2)NC(C)=O)C(F)(F)F)C=2C=NN(C2)CC(C(F)(F)F)(F)F